N-ethyl-5-fluoro-N-isopropyl-2-{6-[(3S)-1-{[(1r,4r)-4-ethanesulfonamidocyclohexyl]methyl}pyrrolidin-3-yl]imidazo[1,5-a]pyridin-5-yl}benzamide C(C)N(C(C1=C(C=CC(=C1)F)C1=C(C=CC=2N1C=NC2)[C@H]2CN(CC2)CC2CCC(CC2)NS(=O)(=O)CC)=O)C(C)C